S(OC1=CC2=C(N(C=N2)C2C(NC(CC2)=O)=O)C=C1Br)(=O)(=O)F 6-bromo-1-(2,6-dioxopiperidin-3-yl)-1H-benzo[d]imidazol-5-yl sulfurofluoridate